tert-butyl (1-((3-methyl-4,5,6,7-tetrahydro-1H-pyrazolo[4,3-c]pyridin-1-yl)methyl)-2-oxabicyclo[2.2.2]octan-4-yl)carbamate CC1=NN(C2=C1CNCC2)CC21OCC(CC2)(CC1)NC(OC(C)(C)C)=O